Natrium boronat B([O-])[O-].[Na+].[Na+]